N1=NC=CC2=C1CNC(N2)=O 7,8-dihydropyrimido[5,4-c]pyridazin-6(5H)-one